C1(C2N(CC(N1)=O)CCNC2)=O hexahydro-1H-pyrazino[1,2-a]pyrazine-1,3(2H)-dione